OC1=C(C=C(C=C1OC)\C=C\C1=CC=C(C=C1)OC)C(C#CC)=O (E)-1-(2-hydroxy-3-methoxy-5-(4-methoxystyryl)phenyl)but-2-yn-1-one